C(C1=CC=CC=C1)NC1(CNCCC1)C(CF)F N-benzyl-3-(1,2-difluoroethyl)piperidin-3-amine